6-((4'-(4-pentylcyclohexyl)-[1,1'-biphenyl]-4-yl)oxy)hexyl 3,5-di-tert-butyl-4-hydroxybenzoate C(C)(C)(C)C=1C=C(C(=O)OCCCCCCOC2=CC=C(C=C2)C2=CC=C(C=C2)C2CCC(CC2)CCCCC)C=C(C1O)C(C)(C)C